FC=1C=2C=3C=CC(=C(OCCCCCC(OC4=CC(=CC(NC(=NC1)C2)=N4)CSC)C)C3)F 3,22-difluoro-14-methyl-10-[(methylsulfanyl)methyl]-13,20-dioxa-5,7,26-triazatetracyclo[19.3.1.12,6.18,12]heptacosa-1(25),2(27),3,5,8(26),9,11,21,23-nonaene